FC1=C2C(=NC=3N(C2=CC=C1)C(=NN3)C)N3CCOCC1=C3C=CC=C1C#CC1(CC1)C 1-(6-fluoro-1-methyl-[1,2,4]triazolo[4,3-a]quinazolin-5-yl)-6-[2-(1-methylcyclopropyl)ethynyl]-3,5-dihydro-2H-4,1-benzoxazepine